N-((3-(3,7-dimethylocta-2,6-dien-1-yl)-2,4-dihydroxy-6-pentylphenyl)sulfonyl)-2-(2-methoxyethoxy)acetamide CC(=CCC=1C(=C(C(=CC1O)CCCCC)S(=O)(=O)NC(COCCOC)=O)O)CCC=C(C)C